FC1=CC=C(OC(C(=O)N2CCCC3=CC(=CC=C23)C2=CC=C(C=C2)COC)(C)C)C=C1 2-(4-fluorophenoxy)-1-(6-(4-(methoxymethyl)phenyl)-3,4-dihydroquinolin-1(2H)-yl)-2-methylpropan-1-one